ClC=1N=C(C2=C(N1)N(C(C21CCCC1)=O)C1=CC(=C(C=C1)F)F)Cl 2',4'-dichloro-7'-(3,4-difluorophenyl)spiro[cyclopentane-1,5'-pyrrolo[2,3-d]pyrimidin]-6'(7'H)-one